N-(1'-carbamimidoyl-5-methyl-1',2',3',6'-tetrahydro-[3,4']bipyridinyl-6-yl)-4-(1-carbamimidoyl-1,2,3,6-tetrahydro-pyridin-4-yl)-3-fluoro-benzamide C(N)(=N)N1CCC(=CC1)C=1C=NC(=C(C1)C)NC(C1=CC(=C(C=C1)C=1CCN(CC1)C(N)=N)F)=O